5-bromo-1H-pyrrolo[3,2-b]pyridine-2-carboxylic acid BrC1=CC=C2C(=N1)C=C(N2)C(=O)O